OC1=C(C=C(C=C1)OC(CC)=O)OC.C([C@H](O)C1=CC=CC=C1)(=O)O (R)-mandelic acid 4-hydroxy-3-methoxyphenylpropanoate